BrC=1C(=NC=CC1C)OC(F)F 3-bromo-2-(difluoromethoxy)-4-methyl-pyridine